Trans-rac-tert-butyl (2R,3S)-2-methyl-3-((methylsulfonyl)methyl)azetidine-1-carboxylate C[C@H]1N(C[C@@H]1CS(=O)(=O)C)C(=O)OC(C)(C)C |r|